2-(3-(3-chloro-4-fluorophenyl)-4-oxothieno[3,2-c]pyridin-5(4H)-yl)-N-(2,2,2-trifluoroethyl)acetamide ClC=1C=C(C=CC1F)C1=CSC2=C1C(N(C=C2)CC(=O)NCC(F)(F)F)=O